C(CC(O)(C(=O)[O-])CC(=O)[O-])(=O)[O-].[Ce+3] Cerium citrate